4-bromo-N1-cyclopropyl-3-methylbenzene-1,2-diamine BrC=1C(=C(C(=CC1)NC1CC1)N)C